methyl 4-bromo-3-(trifluoromethyl)-1H-pyrazole-5-carboxylate BrC=1C(=NNC1C(=O)OC)C(F)(F)F